FC(C1=CC=2C(=NC=CC2N1)N)(F)F 2-(TRIFLUOROMETHYL)-1H-PYRROLO[3,2-C]PYRIDIN-4-AMINE